3-ethoxy-1-[[4-[5-(trifluoromethyl)-1,2,4-oxadiazol-3-yl]phenyl]methyl]urea C(C)ONC(NCC1=CC=C(C=C1)C1=NOC(=N1)C(F)(F)F)=O